FC=1C=CC=C2C=CCN(C12)[C@](CC(C)C)(C)CC1=CC(=CC=C1)F 8-fluoro-N-[(1S)-1-[(3-fluorophenyl)methyl]-1,3-dimethyl-butyl]quinoline